O=C1C2=C(C3=C(N1)C=C(S3)C(=O)OC)OC=C2 Methyl 5-oxo-4,5-dihydrofuro[2,3-d]thieno[3,2-b]pyridine-2-carboxylate